tert-Butyl (S)-2-((((9H-fluoren-9-yl)methoxy)carbonyl)(methyl)amino)-3-(2-fluoro-4-(trifluoromethyl)phenyl)propanoate C1=CC=CC=2C3=CC=CC=C3C(C12)COC(=O)N([C@H](C(=O)OC(C)(C)C)CC1=C(C=C(C=C1)C(F)(F)F)F)C